N1=NC(=CC=C1)N1CC(CC1)C(=O)N1CCC2(C(C2)CNC(=O)C2=CC=3C(=CN=CC3)O2)CC1 N-[[6-(1-pyridazin-3-ylpyrrolidine-3-carbonyl)-6-azaspiro[2.5]octan-2-yl]methyl]furo[2,3-c]pyridine-2-carboxamide